The molecule is a microcystin consisting of D-alanyl, L-leucyl, (3S)-3-methyl-D-beta-aspartyl, L-tryptophanyl, (2S,3S,4E,6E,8S,9S)-3-amino-4,5,6,7-tetradehydro-9-methoxy-2,6,8-trimethyl-10-phenyldecanoyl, D-gamma-glutamyl, and 2,3-didehydro-N-methylalanyl residues joined into a 25-membered macrocycle. It has a role as a bacterial metabolite, an environmental contaminant and a xenobiotic. C[C@H]1[C@@H](NC(=O)[C@@H](NC(=O)[C@H]([C@@H](NC(=O)[C@@H](NC(=O)[C@H](NC(=O)C(=C)N(C(=O)CC[C@@H](NC1=O)C(=O)O)C)C)CC(C)C)C(=O)O)C)CC2=CNC3=CC=CC=C32)/C=C/C(=C/[C@H](C)[C@H](CC4=CC=CC=C4)OC)/C